(S)-N-(3-(6-cyclopropyl-4-((2-fluoro-4-iodophenyl)amino)-1,3-dimethyl-2,5-dioxo-1,2,5,6-tetrahydropyrido[2,3-d]pyridazin-8-yl)phenyl)-N-methylmethanesulfonimidamide C1(CC1)N1N=C(C2=C(C1=O)C(=C(C(N2C)=O)C)NC2=C(C=C(C=C2)I)F)C=2C=C(C=CC2)N([S@@](=O)(=N)C)C